FC1=CC=C(C=C1)C1=CC=2C(=NC=C(C2)C=2C=C(SC2)C(=O)N2CCN(CC2)S(=O)(=O)C)N1 (4-(2-(4-Fluorophenyl)-1H-pyrrolo[2,3-b]pyridin-5-yl)thiophen-2-yl)(4-(methyl-sulfonyl)piperazin-1-yl)methanone